CO[Si](CCCS(=O)(=O)O)(OCCOC)OC 3-(dimethoxy(2-methoxyethoxy)silyl)-1-propanesulfonic acid